2-(2-fluorophenyl)-1,3-dithiolane FC1=C(C=CC=C1)C1SCCS1